C(CCC)N1C(N(C(C(C1=O)=C(N)N)=O)C1CCC2(CC(C2)(COC)CNC(OCC2=CC=CC=C2)=O)CC1)=O benzyl ((7-(3-butyl-5-(diaminomethylene)-2,4,6-trioxotetrahydropyrimidin-1(2H)-yl)-2-(methoxymethyl)spiro[3.5]nonan-2-yl)methyl)carbamate